COCCOCC(=O)NC1=C(C=C(C=C1)NC=1N=CC2=C(N1)CN(CC2)C2=C(C1=C(OCCN1C(=O)[O-])N=C2)C)C 7-[2-({4-[2-(2-methoxyethoxy) acetamido]-3-methylphenyl}amino)-5H,6H,7H,8H-pyrido[3,4-d]pyrimidin-7-yl]-8-methyl-1H,2H,3H-pyrido[2,3-b][1,4]oxazine-1-carboxylate